C(OC(CC(C)(OOOOC(C)(C)CC)C)C)(OC(CC(C)(OOOOC(C)(C)CC)C)C)=O bis[1,3-dimethyl-3-(tert-pentylperoxyperoxy) butyl] carbonate